1-(trans-2-hydroxycyclohexyl)-1H-pyrazole-4-carboxylic acid O[C@H]1[C@@H](CCCC1)N1N=CC(=C1)C(=O)O